((2S,3S)-4-bromo-5-chloro-6-fluoro-3-(methoxymethoxy)-2-phenyl-2,3-dihydrobenzofuran-2-yl)methanol BrC1=C(C(=CC2=C1[C@@H]([C@](O2)(C2=CC=CC=C2)CO)OCOC)F)Cl